((5-((3S,4S)-4-amino-3-methyl-2-oxa-8-azaspiro[4.5]decan-8-yl)-7H-imidazo[1,2-c]pyrazolo[4,3-e]pyrimidin-9-yl)ethynyl)-2-fluorobenzonitrile N[C@@H]1[C@@H](OCC12CCN(CC2)C2=NC1=C(C=3N2C=CN3)C(=NN1)C#CC=1C(=C(C#N)C=CC1)F)C